7-[4-fluoro-2-[2-fluoro-1-(fluoromethyl)ethoxy]anilino]-N-(4-piperidylmethyl)thiazolo[5,4-d]pyrimidine-2-carboxamide FC1=CC(=C(NC=2C3=C(N=CN2)SC(=N3)C(=O)NCC3CCNCC3)C=C1)OC(CF)CF